6-(3,4,5-trimethoxyphenyl)-1H-pyrrolo[2,3-b]pyridine COC=1C=C(C=C(C1OC)OC)C1=CC=C2C(=N1)NC=C2